N-((R)-2-aminopropyl)-8-(4-(trifluoromethyl)cyclohex-1-en-1-yl)quinoline-3-carboxamide N[C@@H](CNC(=O)C=1C=NC2=C(C=CC=C2C1)C1=CCC(CC1)C(F)(F)F)C